1-(2,2-Difluoroethyl)-N-((1,2,3,5,6,7-hexahydro-s-indacen-4-yl)carbamoyl)-1H-pyrazole-4-sulfonamide, sodium salt [Na].FC(CN1N=CC(=C1)S(=O)(=O)NC(NC1=C2CCCC2=CC=2CCCC12)=O)F